1-[(1-ethyl-1H-pyrazol-4-yl)methyl]-4-methyl-3-{3-[(2R)-2-methylmorpholin-4-yl]-5-(2,2,2-trifluoroethoxy)phenyl}-1,3-dihydro-2H-imidazol-2-one C(C)N1N=CC(=C1)CN1C(N(C(=C1)C)C1=CC(=CC(=C1)OCC(F)(F)F)N1C[C@H](OCC1)C)=O